NC1=C2C(N(C(C2=CC=C1)=O)C1C(N(C(CC1)=O)CCCCOC)=O)=O 4-amino-2-(1-(4-methoxybutyl)-2,6-dioxopiperidin-3-yl)isoindolin-1,3-dione